C(CN([C@@H](CCC(=O)[O-])C(=O)[O-])CC(=O)[O-])(=O)[O-].[Na+].[Na+].[Na+].[Na+] tetrasodium glutamate N,N-diacetate